potassium 1-(4-(4-((3-(3,6-difluoropyridin-2-yl)-1-((1r,4r)-4-ethoxycyclohexyl)-1H-pyrazol-4-yl)carbamoyl)thiazol-2-yl)-1H-pyrazol-1-yl)ethyl phosphate P(=O)(OC(C)N1N=CC(=C1)C=1SC=C(N1)C(NC=1C(=NN(C1)C1CCC(CC1)OCC)C1=NC(=CC=C1F)F)=O)([O-])[O-].[K+].[K+]